7-fluoro-1-(oxetan-2-ylmethyl)-1H-benzo[d]imidazole-6-carboxylic acid methyl ester COC(=O)C=1C=CC2=C(N(C=N2)CC2OCC2)C1F